tetrakis(4-hydroxyphenyl)porphyrin C1=CC(=CC=C1C2=C3C=CC(=N3)C=C4C=CC(=CC5=NC(=CC6=C(C(=C2N6C7=CC=C(C=C7)O)C8=CC=C(C=C8)O)C9=CC=C(C=C9)O)C=C5)N4)O